1-(4-(1-(4-fluorophenyl)-2-methyl-1H-imidazo[4,5-c]quinolin-8-yl)phenyl)ethan-1-one FC1=CC=C(C=C1)N1C(=NC=2C=NC=3C=CC(=CC3C21)C2=CC=C(C=C2)C(C)=O)C